1-(3-(4-Methoxyphenyl)-1,2,4-oxadiazol-5-yl)-N-((1-((Tetrahydro-2H-pyran-4-yl)methyl)pyrrolidin-3-yl)methyl)piperidin-4-carboxamid COC1=CC=C(C=C1)C1=NOC(=N1)N1CCC(CC1)C(=O)NCC1CN(CC1)CC1CCOCC1